C(C)C1=NC(=CC=C1C=1C=C(C(N(C1)C)=O)C)N1CCNCC1 5-(2-Ethyl-6-piperazin-1-yl-3-pyridinyl)-1,3-dimethyl-pyridin-2-one